N1=C(C=CC=C1)NC(C1=CC=CC=C1)=O N-pyridin-2-ylbenzamide